4-(4-((2S,5R)-2,5-dimethylpiperazin-1-yl)-8-fluoro-2-(((2R,7aS)-2-fluorotetrahydro-1H-pyrrolizin-7a(5H)-yl)methoxy)-6-(trifluoromethyl)quinazolin-7-yl)-7-fluorobenzo[d]thiazol-2-amine C[C@@H]1N(C[C@H](NC1)C)C1=NC(=NC2=C(C(=C(C=C12)C(F)(F)F)C1=CC=C(C2=C1N=C(S2)N)F)F)OC[C@]21CCCN1C[C@@H](C2)F